O1C=COC=CC=CN=CC=NN=CC(=CC2=C1C=CC=C2)C(=O)N [1,4,9,12,13]benzodioxatriazacyclooctadecine-15-carboxamide